6-Chloro-3-[(1R)-1-[3,6-dimethyl-2-([1,2,5]oxadiazolo[3,4-b]pyridin-6-yl)-4-oxo-chromen-8-yl]ethoxy]pyridine-2-sulfonamide ClC1=CC=C(C(=N1)S(=O)(=O)N)O[C@H](C)C=1C=C(C=C2C(C(=C(OC12)C1=CC=2C(N=C1)=NON2)C)=O)C